OCC(C(=O)N1CCN(CC1)C1=NC=CN=C1NC1=CC=C(C=C1)C(F)(F)F)=C 2-(hydroxymethyl)-1-(4-(3-((4-(trifluoromethyl)phenyl)amino)pyrazin-2-yl)piperazin-1-yl)prop-2-en-1-one